N1=C(C(=CC=C1)CO)C1=NC=CC=C1CO bipyridine-3,3'-dimethanol